1H-INDENE-2-BORONIC ACID C1C(=CC2=CC=CC=C12)B(O)O